N-((1S,3S)-3-Acrylamidocyclohexyl)-4-oxo-5-(6-phenoxypyridin-3-yl)-4,5-dihydro-3H-1-thia-3,5,8-triazaacenaphthylene-2-carboxamide C(C=C)(=O)N[C@@H]1C[C@H](CCC1)NC(=O)C=1SC=2N=CC=C3N(C(NC1C23)=O)C=2C=NC(=CC2)OC2=CC=CC=C2